C(C)OC=1C=2N(C=NC1C=1C=NNC1)N=C(N2)NC2CCN(CC2)S(=O)(=O)C 8-ethoxy-N-(1-(methylsulfonyl)piperidin-4-yl)-7-(1H-pyrazol-4-yl)-[1,2,4]triazolo[1,5-c]pyrimidin-2-amine